N-({4-[1-(difluoromethyl)-1H-pyrazol-5-yl]-2,5-dioxoimidazolidin-4-yl}methyl)-5-fluoro-4'-(trifluoromethyl)[biphenyl]-2-carboxamide FC(N1N=CC=C1C1(NC(NC1=O)=O)CNC(=O)C=1C(=CC(=CC1)F)C1=CC=C(C=C1)C(F)(F)F)F